OCCCCCCCC(CC(=O)OCC)C ethyl 10-hydroxy-3-methyldecanoate